FC1CC(C1)NS(=O)(=O)C1=CC=2C(C3=CC(=CC=C3C2C=C1)S(=O)(=O)NC1CC(C1)F)=O N2,N7-bis(3-fluorocyclobutyl)-9-oxo-9H-fluorene-2,7-disulfonamide